pyrazino[2,3-b]pyrazin N1=CC=NC=2C1=NC=CN2